chloro-4-fluoro-5-((1S,2R)-2-methylcyclopropyl)-1-((2-(trimethylsilyl)ethoxy)methyl)-1H-indazole ClC1=NN(C2=CC=C(C(=C12)F)[C@@H]1[C@@H](C1)C)COCC[Si](C)(C)C